3-(2-(4-nitrobenzyl)-1,2,3,4-tetrahydroisoquinolin-5-yl)-3-(4-nitrophenyl)propionic acid [N+](=O)([O-])C1=CC=C(CN2CC3=CC=CC(=C3CC2)C(CC(=O)O)C2=CC=C(C=C2)[N+](=O)[O-])C=C1